BrC#CC[C@@H]1[C@@H](C([C@H]2OC(OC[C@H]2O1)(C)C)N1N=NC(=C1)C1=CC(=C(C(=C1)F)F)F)OC 1-((4aR,6R,7R,8aR)-6-(3-bromoprop-2-yn-1-yl)-7-methoxy-2,2-dimethylhexahydropyrano[3,2-d][1,3]dioxin-8-yl)-4-(3,4,5-trifluorophenyl)-1H-1,2,3-triazole